(R)-2-((2-chloro-6-cyclopropyl-5,6,7,8-tetrahydropyrido[4,3-d]pyrimidin-4-yl)oxy)-1-fluoro-10-methyl-5,6,8,9,10,11-hexahydro-7H-pyrido[3',4':4,5]pyrrolo[2,3-f]isoquinolin-7-one ClC=1N=C(C2=C(N1)CCN(C2)C2CC2)OC=2N=CC=1CCC3=C(C1C2F)NC2=C3C(NC[C@H]2C)=O